N,N'-dimethyl-N,N'-didecyl-3-oxoglutaramide CN(C(CC(CC(=O)N(CCCCCCCCCC)C)=O)=O)CCCCCCCCCC